2-[2-fluoro-4-(morpholin-4-ylmethyl)phenyl]-N-[(3S)-9-fluoro-2-oxo-5-phenyl-1,3-dihydro-1,4-benzodiazepine-3-yl]-6,7-dihydro-5H-pyrazolo[5,1-b][1,3]Oxazine-3-carboxamide FC1=C(C=CC(=C1)CN1CCOCC1)C1=NN2C(OCCC2)=C1C(=O)N[C@@H]1C(NC2=C(C(=N1)C1=CC=CC=C1)C=CC=C2F)=O